C(C)(C)(C)OC(=O)N1CCNCC1 piperazine-1-carboxylic acid tert-Butyl ester